4-(6-fluoro-1-(1-(4-methoxybenzyl)-2,6-dioxopiperidin-3-yl)-3-methyl-1H-indazol-5-yl)-3,6-dihydropyridine-1(2H)-carboxylic acid tert-butyl ester C(C)(C)(C)OC(=O)N1CCC(=CC1)C=1C=C2C(=NN(C2=CC1F)C1C(N(C(CC1)=O)CC1=CC=C(C=C1)OC)=O)C